P(O)(O)O.ON(C(=N)N)N hydroxyl-aminoguanidine phosphite